C(C1=CC=CC=C1)OC(=O)N[C@H](CCC(=O)O)C(=O)O N-Benzoxycarbonyl-D-glutamic acid